1-methyl-1,2,3,4-tetrahydropyrido[2,3-b]pyrazine-7-carboxylic acid ethyl ester C(C)OC(=O)C1=CC2=C(NCCN2C)N=C1